ClC=1C(=C(C=CC1)NC1=C(NC2=C1C(NCC2)=O)C2=C(C=NC=C2)OC[C@@H]2N(CC2)C(\C=C\CN2C[C@H](CC2)OC)=O)OC 3-[(3-chloro-2-methoxyphenyl)amino]-2-(3-{[(2R)-1-[(2E)-4-[(3S)-3-methoxypyrrolidin-1-yl]but-2-enoyl]azetidin-2-yl]methoxy}pyridin-4-yl)-1H,5H,6H,7H-pyrrolo[3,2-c]pyridin-4-one